(2S,4R)-1-Tert-Butyl 2-Methyl 4-Azidopyrrolidine-1,2-Dicarboxylate N(=[N+]=[N-])[C@@H]1C[C@H](N(C1)C(=O)OC(C)(C)C)C(=O)OC